N,N'-diamino-4,4'-bipyridyl NN1C=CC(C=C1)=C1C=CN(C=C1)N